normal tridecyl methacrylate C(C(=C)C)(=O)OCCCCCCCCCCCCC